methyl 2-[3-(1,3-benzothiazol-2-ylamino)-4-methyl-6,7-dihydro-5H-pyrido[2,3-c]pyridazin-8-yl]-5-[3-[2-fluoro-4-(3-pyrrolidin-1-ylprop-1-ynyl)phenoxy]propyl]thiazole-4-carboxylate S1C(=NC2=C1C=CC=C2)NC2=C(C1=C(N=N2)N(CCC1)C=1SC(=C(N1)C(=O)OC)CCCOC1=C(C=C(C=C1)C#CCN1CCCC1)F)C